NC1=C(C=CC=C1)NC(C)=O N-(2-aminophenyl)acetamide